1,1,1,3,3,3-hexafluoropropan-2-yl (S)-1-(pyrimidin-5-ylcarbamoyl)-6-azaspiro[2.5]octane-6-carboxylate N1=CN=CC(=C1)NC(=O)[C@H]1CC12CCN(CC2)C(=O)OC(C(F)(F)F)C(F)(F)F